FC1=C(C=C(C(=C1)C)N)N 4-FLUORO-6-METHYL-m-PHENYLENEDIAMINE